2-(4-(6-chloro-8-cyclopropoxy-7-(5-methyl-1H-indazol-4-yl)-2-(((S)-1-methylpyrrolidin-2-yl)methoxy)quinazolin-4-yl)piperazin-2-yl)acetonitrile ClC=1C=C2C(=NC(=NC2=C(C1C1=C2C=NNC2=CC=C1C)OC1CC1)OC[C@H]1N(CCC1)C)N1CC(NCC1)CC#N